C(C1=CC=CC=C1)C1=NN(C=C1C(=O)O)S(N(C)C)(=O)=O benzyl-1-(N,N-dimethylsulfamoyl)-1H-pyrazole-4-carboxylic acid